3-({[(4R)-7-(2-methylphenyl)-3,4-dihydro-2H-1-benzopyran-4-yl]methyl}amino)pyridine-4-carboxylic acid CC1=C(C=CC=C1)C1=CC2=C([C@@H](CCO2)CNC=2C=NC=CC2C(=O)O)C=C1